BrCC(=O)NC1(CC1)C1=CC=CC=C1 2-bromo-N-(1-phenylcyclopropyl)acetamide